O[C@@H]1C(C=C2[C@@H](C[C@H]3[C@@H]4CCC([C@@]4(C)CC[C@@H]3[C@]2(C1)C)=O)O)=O 2β,6β-dihydroxyandrost-4-ene-3,17-dione